FC=1C=C(C=C(C1)F)[C@@H]1CC=NN1C(=O)N1CCN(CC1)C1=NC=CC(=N1)C(=O)O (S)-2-(4-(5-(3,5-difluorophenyl)-4,5-dihydro-1H-pyrazole-1-carbonyl)piperazin-1-yl)pyrimidine-4-carboxylic acid